C[C@@]12C(C[C@@H](CC1)C2(C)C)=O (1R,4R)-1,7,7-trimethylbicyclo[2.2.1]heptan-2-one